potassium selenoacetate C(C)(=[Se])[O-].[K+]